C(C)(C)(C)C1=C(C(=CC=C1C)C(C)(C)C)O 2,6-di-t-butylmethylphenol